3-Methyl-4-(methylsulfonyl)-benzaldehyde CC=1C=C(C=O)C=CC1S(=O)(=O)C